(S)-4-(6-(allyloxy)-2,3-dichlorophenyl)pyrrolidin-2-one C(C=C)OC1=CC=C(C(=C1[C@@H]1CC(NC1)=O)Cl)Cl